N-(2-chloro-6-fluorophenyl)-2,2,2-trifluoroacetamide ClC1=C(C(=CC=C1)F)NC(C(F)(F)F)=O